4-Benzhydrylidene-2,5-cyclohexadien-1-imine C(C1=CC=CC=C1)(C1=CC=CC=C1)=C1C=CC(C=C1)=N